(1S,3S,4S,5S,6R)-2-(tert-Butoxycarbonyl)-6-(cyclopropylmethyl)-5-fluoro-2-azabicyclo[2.2.2]octane-3-carboxylic acid C(C)(C)(C)OC(=O)N1[C@@H]2[C@H]([C@@H]([C@H]([C@H]1C(=O)O)CC2)F)CC2CC2